NC1=NC(N(C=C1)[C@H]1C[C@@H]([C@](O1)(CO)CC#N)O)=O 2-((2R,3S,5R)-5-(4-amino-2-oxopyrimidin-1(2H)-yl)-3-hydroxy-2-(hydroxymethyl)tetrahydrofuran-2-yl)acetonitrile